4-epoxy-cyclohexyl-methyl Methacrylate C(C(=C)C)(=O)OCC1CC2C(CC1)O2